CC(=O)O.CC(=O)O.C12(C(CCC(C1(C)C)C2)C)C21C(CCC(C2(C)C)C1)(C)C12C(CCC(C1(C)C)C2)C terpinyl dihydroacetate